3-(2-((2-(3-((dimethylamino)methyl)-1,2,4-oxadiazol-5-yl)propan-2-yl)amino)-2-oxoacetyl)-N-(4-fluoro-3-methylphenyl)-2-methyl-5,6,7,8-tetrahydroindolizine-1-carboxamide CN(C)CC1=NOC(=N1)C(C)(C)NC(C(=O)C1=C(C(=C2CCCCN12)C(=O)NC1=CC(=C(C=C1)F)C)C)=O